5-[4-(1-Benzothien-2-yl)-3-(trifluoromethyl)phenyl]-3,6-dihydro-2H-1,3,4-oxadiazin-2-one S1C(=CC2=C1C=CC=C2)C2=C(C=C(C=C2)C2=NNC(OC2)=O)C(F)(F)F